COC=1C=C(C=C(C1OC)[N+](=O)[O-])C(C(C#N)C=1SC=CN1)=O 3-(3,4-dimethoxy-5-nitrophenyl)-3-oxo-2-(thiazol-2-yl)propionitrile